BrC=1C=C(C#N)C=C(C1I)Br 3,5-dibromo-4-iodobenzonitrile